(6-(hydroxymethyl)-6-methyl-2-azaspiro[3.3]heptan-2-yl)pentan-1-one OCC1(CC2(CN(C2)C(CCCC)=O)C1)C